Di(tert-butyloxycarbonyl)-L-lysine C(C)(C)(C)OC(=O)N([C@@H](CCCCN)C(=O)O)C(=O)OC(C)(C)C